1-allyl-2,4-dioxo-1,2,3,4-tetrahydro-5-pyrimidinenitrile C(C=C)N1C(NC(C(=C1)C#N)=O)=O